5-[(1,3-dioxobutyl)amino]-1-naphthalenesulfonic acid potassium salt [K+].O=C(CC(C)=O)NC1=C2C=CC=C(C2=CC=C1)S(=O)(=O)[O-]